6-((5-((S)-1-((2S,4R)-4-hydroxy-2-(((S)-1-(4-(4-methylthiazol-5-yl)phenyl)ethyl)formamido)pyrrolidin-1-yl)-3-methyl-1-oxobutan-2-yl)isoxazol-3-yl)oxy)hexanoic acid O[C@@H]1C[C@H](N(C1)C([C@@H](C(C)C)C1=CC(=NO1)OCCCCCC(=O)O)=O)NC(=O)[C@@H](C)C1=CC=C(C=C1)C1=C(N=CS1)C